4-bromo-2-(1-ethoxy-1-oxopropan-2-yl)benzoic acid BrC1=CC(=C(C(=O)O)C=C1)C(C(=O)OCC)C